(2R,3R,4S,5R,6R)-6-((4-(tert-butyl)-1H-1,2,3-triazol-1-yl)methyl)-4-(4-(4-chloro-2,3-difluorophenyl)-1H-1,2,3-triazol-1-yl)-2-(hydroxymethyl)-5-methoxytetrahydro-2H-pyran-3-ol C(C)(C)(C)C=1N=NN(C1)C[C@@H]1[C@@H]([C@H]([C@H]([C@H](O1)CO)O)N1N=NC(=C1)C1=C(C(=C(C=C1)Cl)F)F)OC